tert-butyl (R)-((3-(6-carbamoyl-2-(4,4-difluoroazepan-1-yl)-4-methylnicotinamido)phenyl)(methyl)(oxo)-λ6-sulfaneylidene)carbamate C(N)(=O)C1=NC(=C(C(=O)NC=2C=C(C=CC2)[S@](=O)(C)=NC(OC(C)(C)C)=O)C(=C1)C)N1CCC(CCC1)(F)F